C=C(C[C@@H](C(=O)[O-])[NH3+])C(=O)N The molecule is zwitterionic form of 4-methylene-L-glutamine having an anionic carboxy group and a cationic amino group; major species at pH 7.3. It is a tautomer of a 4-methylene-L-glutamine.